OC(C)(C)C1=CC=C(C=C1)NC(=O)C=1C(N(C=CC1)C1=C(N=NC=C1)OCC(F)(F)F)=O N-[4-(2-hydroxypropan-2-yl)phenyl]-2-oxo-1-[3-(2,2,2-trifluoroethoxy)pyridazin-4-yl]-1,2-dihydropyridine-3-carboxamide